tert-butyl N-((S)-1-(but-2-ynoyl) pyrrolidine-3-carbonyl)-N-methyl-L-valinate C(C#CC)(=O)N1C[C@H](CC1)C(=O)N([C@@H](C(C)C)C(=O)OC(C)(C)C)C